CC1=CCC(CC1)C(=CC)CC 1-methyl-4-(pent-2-en-3-yl)cyclohex-1-ene